1H-pyrrole-2,5-dicarboxylic acid Dimethyl ester COC(=O)C=1NC(=CC1)C(=O)OC